FC1(CCN(CC1)C1=NC(=CC(=N1)C=1OC(=CN1)C1=C(C=C(C=C1)NS(=O)(=O)CCO)N1CCC2(CC2)CC1)C)F N-(4-(2-(2-(4,4-Difluoropiperidin-1-yl)-6-methylpyrimidin-4-yl)oxazol-5-yl)-3-(6-azaspiro[2.5]octan-6-yl)phenyl)-2-hydroxyethane-1-sulfonamide